tert-butyl (1R,5S)-3-(7-chloro-8-fluoro-2-((2-(propan-2-ylidene) tetrahydro-1H-pyrrolizin-7a(5H)-yl)methoxy)pyrido[4,3-d]pyrimidin-4-yl)-3,8-diazabicyclo[3.2.1]octane-8-carboxylate ClC1=C(C=2N=C(N=C(C2C=N1)N1C[C@H]2CC[C@@H](C1)N2C(=O)OC(C)(C)C)OCC21CCCN1CC(C2)=C(C)C)F